FC(=C(C(C(C(F)(F)F)(F)F)(F)F)OC(=C(C(F)(F)F)F)C(C(C(F)(F)F)(F)F)(F)F)C(F)(F)F perfluoropropylpropenyl ether